1-(2-methylphenyl)-3-phenylpropane-1,3-dione boron difluoride [B](F)F.CC1=C(C=CC=C1)C(CC(=O)C1=CC=CC=C1)=O